C1(CCC(N1C(C(=O)O)CC(=O)O)=O)=O.C1(CCC(N1C(C(=O)O)CC(=O)O)=O)=O.C(CO)O ethyleneglycol bis[succinimidyl succinate]